O(C#N)C1=CC=C(C=C1)C(C)(C)C1=CC(=CC=C1)C(C)(C)C1=CC=C(C=C1)OC#N α,α'-Bis(4-cyanatophenyl)-m-diisopropylbenzene